5-(trimethylsilyl)pent-2-en-4-yn-1-ol C[Si](C#CC=CCO)(C)C